C(C)(C)(C)OC(=O)N1CCN(CC1)C1=C(C=C(C=C1)NCCC(=O)O)C 3-((4-(4-(Tert-butoxycarbonyl)piperazin-1-yl)-3-methylphenyl)amino)propionic acid